(E)-4-((propan-2-yl-2-d)amino)but-2-enoic acid CC(C)([2H])NC/C=C/C(=O)O